5-(3-bromophenyl)-7-difluoromethylpyrazolo[1,5-a]pyrimidine-3-carboxylic acid methyl ester COC(=O)C=1C=NN2C1N=C(C=C2C(F)F)C2=CC(=CC=C2)Br